amino-2-(4-(((tert-butyldimethylsilyl)oxy)methyl)thiazol-2-yl)propionitrile NC(C#N)(C)C=1SC=C(N1)CO[Si](C)(C)C(C)(C)C